N-(3-(2,2-difluoroacetamido)-2,6-difluorophenyl)-2-fluorobenzamide FC(C(=O)NC=1C(=C(C(=CC1)F)NC(C1=C(C=CC=C1)F)=O)F)F